1-(4-((1-(2,2-difluoropropyl)-2-iodo-1H-indol-4-yl)amino)piperidin-1-yl)-3-methoxypropan-2-ol FC(CN1C(=CC2=C(C=CC=C12)NC1CCN(CC1)CC(COC)O)I)(C)F